FC(CS)(F)F trifluoroethyl mercaptan